NCCO[C@H]1[C@@](CN(CC1)C1=NC=CC(=N1)NC=1N=CC2=C(C=CC(=C2C1)C(C)C)N1[C@@H]([C@H](C1)CS(=O)(=O)C)C)(C)F N-{2-[(3S,4R)-4-(2-aminoethoxy)-3-fluoro-3-methylpiperidin-1-yl]pyrimidin-4-yl}-8-[(2R,3S)-3-(methanesulfonyl-methyl)-2-methylazetidin-1-yl]-5-(propan-2-yl)isoquinolin-3-amine